O=C1NC(CCC1N1C(C2=CC=C(C=C2C1=O)OCCOC1CN(C1)CCN1[C@H](CN(CC1)C1=NC=NC(=C1)C1=NNC2=CC=C(C=C12)OC(C)C)C)=O)=O 2-(2,6-dioxo-3-piperidyl)-5-[2-[1-[2-[(2S)-4-[6-(5-isopropoxy-1H-indazol-3-yl)pyrimidin-4-yl]-2-methyl-piperazin-1-yl]ethyl]azetidin-3-yl]oxyethoxy]isoindoline-1,3-dione